CCCCCCCCCCCCCCCC(=O)NC1=C(C=C2C(=C1)C(=CC(=O)O2)C)O 6-Hexadecanoylamino-4-methylumbelliferone